2-amino-2-(1-methylcyclobutyl)acetonitrile NC(C#N)C1(CCC1)C